BrC=1C=C(C=C2C=NNC12)S(=O)(=O)N1CCN(CC1)CCC1=CC=C(C=C1)Cl 7-bromo-5-[4-[2-(4-chlorophenyl)ethyl]piperazin-1-yl]sulfonyl-1H-indazole